1-((4-(3-hydroxy-3-methylazetidine-1-carbonyl)oxazol-2-yl)methyl)-4-(thiazol-5-yl)pyridin-2(1H)-one OC1(CN(C1)C(=O)C=1N=C(OC1)CN1C(C=C(C=C1)C1=CN=CS1)=O)C